C(C1=CC=CC=C1)OC1=CC=C2C(CCOC2=C1F)N 7-(benzyloxy)-8-fluorochroman-4-amine